N-(1-(4,4-difluorocyclohexyl)-1H-pyrazol-4-yl)-4-((2-hydroxyethyl)sulphonamido)-2-(6-azaspiro[2.5]oct-6-yl)benzamide FC1(CCC(CC1)N1N=CC(=C1)NC(C1=C(C=C(C=C1)NS(=O)(=O)CCO)N1CCC2(CC2)CC1)=O)F